4-fluoro-1-(3-{3-oxo-2H,3H-[1,2,4]triazolo[4,3-a]pyridin-2-yl}propanoyl)-N-{phenyl[5-(propan-2-yl)pyridin-2-yl]methyl}pyrrolidine-2-carboxamide FC1CC(N(C1)C(CCN1N=C2N(C=CC=C2)C1=O)=O)C(=O)NC(C1=NC=C(C=C1)C(C)C)C1=CC=CC=C1